rel-(2R,3S,5R)-4-[[3-(3-ethyl-4-fluoro-2-methoxyphenyl)-5-methyl-5-(trifluoromethyl)tetrahydrofuran-2-carbonyl]amino]pyridine-2-carboxamide C(C)C=1C(=C(C=CC1F)[C@H]1[C@@H](O[C@](C1)(C(F)(F)F)C)C(=O)NC1=CC(=NC=C1)C(=O)N)OC |o1:9,10,12|